octyl-dichlorothiazoline C(CCCCCCC)C1(N=C(SC1)Cl)Cl